2,2-bis(4-amino-3-carboxy-5-hydroxyphenyl)propane NC1=C(C=C(C=C1O)C(C)(C)C1=CC(=C(C(=C1)O)N)C(=O)O)C(=O)O